N-benzyl-N-(2-(benzyloxy)-4-((tert-butyldiphenylsilyl)oxy)Cyclopentyl)acetamide C(C1=CC=CC=C1)N(C(C)=O)C1C(CC(C1)O[Si](C1=CC=CC=C1)(C1=CC=CC=C1)C(C)(C)C)OCC1=CC=CC=C1